[1,1-biphenyl]-4-amine C1(=CC=C(C=C1)N)C1=CC=CC=C1